FC1([C@@H](O[C@@H]([C@H]1O)CO)N1C(=O)NC(=O)CC1)F 2'-deoxy-2',2'-difluoro-5,6-dihydrouridine